4-(4-(2-isopropylphenoxy)-2-((tetrahydro-2H-pyran-2-yloxy)methyl)phenyl)pyrrolidin-2-one C(C)(C)C1=C(OC2=CC(=C(C=C2)C2CC(NC2)=O)COC2OCCCC2)C=CC=C1